alpha-L-mannose O[C@H]1[C@H](O)[C@H](O)[C@@H](O)[C@@H](O1)CO